methyloleate COC(CCCCCCC\C=C/CCCCCCCC)=O